S(N)(OC[C@H]1OC2(O[C@@H]1C1=C(C=CC=C1)N)CCCC2)(=O)=O ((2R,3R)-3-(2-aminophenyl)-1,4-dioxaspiro[4.4]nonan-2-yl)methyl sulfamate